C(C1=CC=CC=C1)C(C(=O)NC=1C(=NC2=C(C=CC=C2C1)F)C)(CC(F)(F)F)C 2-benzyl-4,4,4-trifluoro-N-(8-fluoro-2-methyl-3-quinolinyl)-2-methyl-butyramide